ClC1=C(N=C2N(C1=O)C=C(N=C2C2=C(C=C(C=C2)Cl)F)[C@@H]2C[C@@H](OCC2)C=2C=NN(C2)C2CC2)C 3-chloro-9-(4-chloro-2-fluorophenyl)-7-((2R,4S)-2-(1-cyclopropyl-1H-pyrazol-4-yl)tetrahydro-2H-pyran-4-yl)-2-methyl-4H-pyrazino[1,2-a]pyrimidin-4-one